ClC1=CC=C(C(=N1)C1=C(C(=C(C=C1)O)CO)Cl)NC(C)C=1C=C(C=C2C(C(=C(OC12)C(C)C)C)=O)C 8-(1-((6-chloro-2-(2-chloro-4-hydroxy-3-(hydroxymethyl)phenyl)pyridin-3-yl)amino)ethyl)-2-isopropyl-3,6-dimethyl-4H-chromen-4-one